BrC1=C(C=C(C(=O)C2=CC=C(C=C2)OC)C=C1)C 4-bromo-3-methyl-4'-methoxybenzophenone